CN1N=C(C2=CC=C(C=C12)N1CCC(CC1)O[C@H]1[C@@H](CC2(CNC2)CC1)C)C1C(NC(CC1)=O)=O 3-[1-methyl-6-[4-[[(6R,7R)-6-methyl-2-azaspiro[3.5]nonan-7-yl]oxy]-1-piperidyl]indazol-3-yl]piperidine-2,6-dione